(N-[4-amino-5-[4-[2-[(2-fluorophenyl)methylamino]-2-oxo-ethoxy]benzoyl]thiazol-2-yl]-4-fluoro-anilino)propanamide NC=1N=C(SC1C(C1=CC=C(C=C1)OCC(=O)NCC1=C(C=CC=C1)F)=O)N(C1=CC=C(C=C1)F)C(C(=O)N)C